3-Bromo-6-nitroimidazo[1,2-a]pyridine BrC1=CN=C2N1C=C(C=C2)[N+](=O)[O-]